((1R,2S)-2-hydroxy-1,2-diphenylethyl)imidazo[1,2-a]Pyrimidine-2-carboxamide O[C@@H]([C@H](C1=CC=CC=C1)C1=C(N=C2N1C=CC=N2)C(=O)N)C2=CC=CC=C2